The molecule is a C-glycosyl compound that is apigenin substituted by a beta-D-glucosyl group and a beta-D-xylosyl group at positions 6 and 8 respectively. It has a role as a plant metabolite. It is a C-glycosyl compound and a trihydroxyflavone. It derives from an isovitexin. C1[C@H]([C@@H]([C@H]([C@@H](O1)C2=C3C(=C(C(=C2O)[C@H]4[C@@H]([C@H]([C@@H]([C@H](O4)CO)O)O)O)O)C(=O)C=C(O3)C5=CC=C(C=C5)O)O)O)O